FC1(CCC(CC1)C(NC(=O)C1=NOC=C1C)C=1OC2=C(N1)C=C(C=C2)C(COC)N2C(NC(C2)C(F)(F)F)=O)F N-((4,4-difluorocyclohexyl)(5-(2-methoxy-1-(2-oxo-4-(trifluoromethyl)imidazolidin-1-yl)ethyl)benzo[d]oxazol-2-yl)methyl)-4-methylisoxazole-3-carboxamide